C(C)(C)OC=1C(=CC2=CN(N=C2C1)[C@@]12CO[C@@](CC1)(C2)C)C(=O)N 6-isopropoxy-2-((1S,4S)-1-methyl-2-oxabicyclo[2.2.1]Hept-4-yl)-2H-indazole-5-carboxamide